C12(CNCC(CNC1)(C2)C(=O)O)C(=O)O 3,7-Diazabicyclo[3.3.1]nonane-1,5-dicarboxylic acid